(7-(2,3-Dichloro-6-methoxyphenyl)imidazo[1,2-a]pyridin-3-yl)methanol ClC1=C(C(=CC=C1Cl)OC)C1=CC=2N(C=C1)C(=CN2)CO